4-(bromomethyl)-4'-cyano-1,1'-biphenyl BrCC1=CC=C(C=C1)C1=CC=C(C=C1)C#N